ethyl 2-methyl-4-(1-methyl-1H-1,2,4-triazol-3-yl)quinoline-6-carboxylate CC1=NC2=CC=C(C=C2C(=C1)C1=NN(C=N1)C)C(=O)OCC